C(#N)C1=NC(=NC(=C1)C)N1CCN(CC1)S(=O)(=O)C1=CC=C(C=C1)NC(=O)C1=NC=NN1 N-(4-((4-(4-cyano-6-methylpyrimidin-2-yl)piperazin-1-yl)sulfonyl)phenyl)-1H-1,2,4-triazole-5-carboxamide